O=C1NC(CCC1N1C(C2=CC(=CC(=C2C1)C1CCN(CC1)CCCCCCCOC=1C=C(C=CC1OC)N1C(C2=CC=CC=C2C1=O)=O)F)=O)=O 2-(3-((7-(4-(2-(2,6-dioxopiperidin-3-yl)-6-fluoro-1-oxoisoindolin-4-yl)piperidin-1-yl)heptyl)oxy)-4-methoxyphenyl)isoindoline-1,3-dione